N-(3,3-difluoropiperidin-4-yl)-2-methyl-5-((2-methylpyrimidin-4-yl)methoxy)benzofuran FC1(CNCCC1N1C(N=C(C=C1)COC=1C=CC2=C(C=C(O2)C)C1)C)F